N1CCC(CC1)C1=CC=C(C=C1)N1CCN(CC1)C(=O)OC(C)(C)C tert-butyl 4-[4-(4-piperidyl)phenyl]piperazine-1-carboxylate